C(C)OC(=O)C1=CC2=C(N=C(N=C2C2=C(C=C(C(=C2)OCC2=CC=CC=C2)Cl)Cl)N)S1 Ethyl-2-amino-4-(5-(benzyloxyl)-2,4-dichlorophenyl)thieno[2,3-d]pyrimidine-6-carboxylate